6-(2,7-Dimethyl-2H-indazol-5-yl)-2-(piperidin-4-yl)-1,3-benzothiazol-Hydrochlorid Cl.CN1N=C2C(=CC(=CC2=C1)C1=CC2=C(N=C(S2)C2CCNCC2)C=C1)C